CCN(CC)C1=CC2=C(C=C1)C(=C3C=CC(=[N+](CC)CC)C=C3O2)C4=CC=CC=C4C(=O)O The molecule is a cationic fluorescent dye derived from 9-phenylxanthene. It has a role as a fluorochrome. It is an organic cation and a xanthene dye.